FC=1C=C2C=NN(C2=CC1COC1=CC=CC(=N1)C1CCN(CC1)CC1=NC2=C(N1C[C@H]1OCC1)C=C(C=C2)C(=O)O)C (S)-2-((4-(6-((5-Fluoro-1-methyl-1H-indazol-6-yl)methoxy)pyridin-2-yl)piperidine-1-yl)methyl)-1-(oxetan-2-ylmethyl)-1H-benzo[d]imidazole-6-carboxylic acid